C(C)(C)(C)OC(=O)N[C@H](C(=O)OC)CC1=C(C=C(C=C1C)O)C methyl (S)-2-((tert-butoxycarbonyl)amino)-3-(4-hydroxy-2,6-dimethylphenyl)propanoate